FC=1C(=C(C=C2C=CC(=CC12)C=1C=NN(C1)CCN1CCN(CC1)C1=CC2=C(N(C(N2C)=O)C2C(NC(CC2)=O)=O)C=C1)O)N1S(NC(C1)=O)(=O)=O 3-[5-[4-[2-[4-[8-fluoro-6-hydroxy-7-(1,1,4-trioxo-1,2,5-thiadiazolidin-2-yl)-2-naphthyl]pyrazol-1-yl]ethyl]piperazin-1-yl]-3-methyl-2-oxo-benzimidazol-1-yl]piperidine-2,6-dione